FC(CO)(F)C=1C=C(C=CC1)[C@@H](C)NC1=NC(=NC2=C3C(=C(C=C12)N1C[C@H](CC1)O)N(N=C3)C)C (3S)-1-(4-{[(1R)-1-[3-(1,1-difluoro-2-hydroxyethyl)phenyl]ethyl]amino}-2,7-dimethyl-7H-pyrazolo[3,4-H]quinazolin-6-yl)pyrrolidin-3-ol